(5-(bis(4H-benzo[d][1,3]dioxin-6-yl)methylene)octahydrocyclopenta[c]pyrrole-2-carbonyl)-1H-1,2,4-triazole-3-carbonitrile O1COCC2=C1C=CC(=C2)C(=C2CC1C(CN(C1)C(=O)N1N=C(N=C1)C#N)C2)C2=CC1=C(OCOC1)C=C2